tert-Butyl 2-amino-7-azaspiro[3.5]nonane-7-carboxylate NC1CC2(C1)CCN(CC2)C(=O)OC(C)(C)C